ClC1=C(C=C2C=C(N=CC2=C1)NC(=O)C1CC12CC2)N2CCN(CC2)C2(COCC2O)C Rac-N-(7-chloro-6-(4-(4-hydroxy-3-methyltetrahydrofuran-3-yl)piperazin-1-yl)isoquinolin-3-yl)spiro[2.2]pentane-1-carboxamide